N-(6-((5-chloro-2-((2-methoxy-4-(4-methylpiperazin-1-yl)phenyl)amino)pyrimidin-4-yl)amino)quinolin-5-yl)methanesulfonamide ClC=1C(=NC(=NC1)NC1=C(C=C(C=C1)N1CCN(CC1)C)OC)NC=1C(=C2C=CC=NC2=CC1)NS(=O)(=O)C